FC1=C(C(=CC2=C1N=C(S2)NC(=O)C21CC3CC(CC(C2)C3)C1)F)F (3R,5S,7s)-N-(4,5,6-trifluoro-1,3-benzothiazol-2-yl)adamantane-1-carboxamide